8-bromo-3,6-dimethyl-2-thioxo(thioxo)-2,3-dihydroquinazolin-4(1H)-one BrC=1C=C(C(C2C(N(C(NC12)=S)C)=O)=S)C